C(C)(C)(C)OC(=O)N[C@H](C(=O)O)C1CCC(CC1)C(F)(F)F (S)-2-((tert-butoxycarbonyl)amino)-2-((1r,4S)-4-(trifluoromethyl)-cyclohexyl)acetic acid